N=C(NCCOCCOCCOC)CCNC(=O)C1=CC(=CN1C)NC(=O)C=1N(C=C(C1)[N+](=O)[O-])C N-(5-((12-imino-2,5,8-trioxa-11-aza-tetradecan-14-yl)carbamoyl)-1-methyl-1H-pyrrol-3-yl)-1-methyl-4-nitro-1H-pyrrole-2-carboxamide